C(C)(C)(C)OC(=O)C1=C(N=C(S1)N1C=C(C2=C1N=CN=C2N2[C@H](CN(CC2)C(=O)OC(C)(C)C)C)C2=C(C=CC=C2)F)C (S)-2-(4-(4-(tert-butoxycarbonyl)-2-methylpiperazin-1-yl)-5-(2-fluorophenyl)-7H-pyrrolo[2,3-d]pyrimidin-7-yl)-4-methylthiazole-5-carboxylic acid tert-butyl ester